OC=1C=C(C=C(C1)O)\C=C\C1=CC=CC=C1 3,5-dihydroxy-trans-stilbene